(2S,3S,4R,5R)-5-(6-(benzylamino)-2-(2-chlorophenyl)-9H-purin-9-yl)-3,4-dihydroxy-N-methyl-tetrahydrofuran-2-carboxamide C(C1=CC=CC=C1)NC1=C2N=CN(C2=NC(=N1)C1=C(C=CC=C1)Cl)[C@H]1[C@@H]([C@@H]([C@H](O1)C(=O)NC)O)O